N[C@@H](CC(=O)N1[C@@H](C2CCC1C2)C#N)CC2=C(C=C(C(=C2)F)F)F Exo-(2S)-3-[(3R)-3-amino-4-(2,4,5-trifluorophenyl)butanoyl]-3-azabicyclo[2.2.1]heptane-2-carbonitrile